FC1=CC(=C(C=C1)C=1CCOC2=C(C1C1=CC=C(C=C1)O[C@@H]1CN(CC1)CCCF)C=CC(=C2)O)C 4-(4-fluoro-2-methyl-phenyl)-5-[4-[(3S)-1-(3-fluoropropyl)pyrrolidin-3-yl]oxyphenyl]-2,3-dihydro-1-benzoxepin-8-ol